tert-butyl (2R,4S)-4-benzyl-2-(((S)-1-(((3-chloro-1-methyl-1H-pyrrolo[2,3-b]pyridin-5-yl)methyl)amino)-1-oxopropan-2-yl)carbamoyl)pyrrolidine-1-carboxylate C(C1=CC=CC=C1)[C@H]1C[C@@H](N(C1)C(=O)OC(C)(C)C)C(N[C@H](C(=O)NCC=1C=C2C(=NC1)N(C=C2Cl)C)C)=O